FC1(C(N(C2=C(O1)C=C(C(=C2)C2=C(C(=C(C(=C2F)F)F)F)F)F)CCC=2C=C(C(=O)O)C=CC2)=O)F 3-(2-(2,2,7-trifluoro-3-oxo-6-(perfluorophenyl)-2,3-dihydro-4H-benzo[b][1,4]oxazin-4-yl)ethyl)benzoic acid